ClC=1N=CC=2NC(C3=C(N(C2N1)C)SC=N3)=O 6-chloro-4-methyl-4,9-dihydro-10H-pyrimido[5,4-b]thiazolo[5,4-e][1,4]diazepin-10-one